NC1CCN(CC1)C1=C(C(=C(C(=N1)SC(C(=O)N)C1=CC=CC=C1)C#N)C1CC1)C#N 2-((6-(4-aminopiperidin-1-yl)-3,5-dicyano-4-cyclopropylpyridin-2-yl)sulfanyl)-2-phenylacetamide